FC(C1=CC=C(C=C1)N1CC2N(C3=C1N=CC=N3)CCN(C2)C(C)=O)(F)F 1-(5-(4-(trifluoromethyl)phenyl)-5,6,6a,7,9,10-hexahydro-8H-dipyrazino[1,2-a:2',3'-e]pyrazin-8-yl)ethan-1-one